methyl 9,10-dichlorooleate Cl/C(/CCCCCCCC(=O)OC)=C(/CCCCCCCC)\Cl